N-(1-(4-fluorophenyl)-6-(2-hydroxypropan-2-yl)-1H-benzo[d]imidazol-2-yl)spiro[2.2]pentane-1-carboxamide FC1=CC=C(C=C1)N1C(=NC2=C1C=C(C=C2)C(C)(C)O)NC(=O)C2CC21CC1